C(C1=CC=CC=C1)N(C(OC(C)(C)C)=O)C1CS(C(=C1)Br)(=O)=O tert-butyl benzyl(5-bromo-1,1-dioxido-2,3-dihydrothiophen-3-yl)carbamate